trimethylaluminium C[Al](C)C